C1=CC(=CC(=C1)Br)F M-bromofluorobenzene